[C].[W].[W] ditungsten carbon